(2R)-N-[5-[(3-fluorophenyl)methyl]thiazol-2-yl]-1-methylsulfonyl-pyrrolidine-2-carboxamide FC=1C=C(C=CC1)CC1=CN=C(S1)NC(=O)[C@@H]1N(CCC1)S(=O)(=O)C